9-fluoro-2-(4-methoxyphenyl)[1,2,4]triazolo[1,5-c]quinazolin FC1=CC=2C=3N(C=NC2C=C1)N=C(N3)C3=CC=C(C=C3)OC